ethyl (2R,3S,E)-2,3-dihydroxy-5-(p-tolyl)pent-4-enoate O[C@@H](C(=O)OCC)[C@H](\C=C\C1=CC=C(C=C1)C)O